BrN1C(N(C(C1=O)(C)C)Cl)=O bromo-chloro-dimethyl-hydantoine